COCCOCCOCC(=O)OC[C@]1(O[C@H](C[C@@H]1O)N1C2=NC(=NC(=C2N=C1)N)F)C#C [(2R,3S,5R)-5-(6-amino-2-fluoro-9H-purin-9-yl)-2-ethynyl-3-hydroxyoxolan-2-yl]methyl 2-[2-(2-methoxyethoxy) ethoxy]acetate